Tert-butylcumylperoxide C(C)(C)(C)OOC(C)(C)C1=CC=CC=C1